NC1=C(C=C(N=N1)C1=C(C=CC=C1)O)OCCN(C)C 2-[6-amino-5-[2-(dimethylamino)ethoxy]pyridazin-3-yl]phenol